phosphoribosyl-iminomethyl-5-aminoimidazolecarboxamide P(=O)(O)(O)N(C(=O)C=1NC(=C(N1)C=N)N)C1[C@H](O)[C@H](O)[C@H](O1)CO